borane tri-hydride [H-].[H-].[H-].B